N1=CN=CC(=C1)CN1C(NCC1=O)=O 3-(pyrimidin-5-ylmethyl)imidazoline-2,4-dione